C(C)(C)(C)C1=CN=C(O1)COC=1C=C2CCN3C(C2=CC1)=CC(=NC3=O)OCC3OCCOC3 9-(5-tert-Butyl-oxazol-2-ylmethoxy)-2-([1,4]dioxan-2-ylmethoxy)-6,7-dihydro-pyrimido[6,1-a]isoquinolin-4-one